C(C)N1CC(CC1=O)C(=O)NCC1=CC=C(C=C1)NC1=CC=C(C=C1)N1CCC(CC1)(C(F)(F)F)OC 1-Ethyl-N-(4-((4-(4-methoxy-4-(trifluoromethyl)piperidin-1-yl)phenyl)amino)benzyl)-5-oxopyrrolidine-3-carboxamide